Cl.N[C@H](CS)CCS (2S)-2-amino-1,4-dimercaptobutane hydrochloride